S1C=CC2=C1C=CC=C2N2CCN(CC2)CCC(=O)C=2C=C1CCN(C1=CC2)C(=O)N(C)C 5-(3-(4-(benzothien-4-yl)piperazin-1-yl)propanoyl)-N,N-dimethylindoline-1-carboxamide